BrC1=C(C=C(C=C1C)Br)C 2,5-dibromo-m-xylene